methyl (2S)-2-amino-3-[1-(triphenyl-methyl)-1H-imidazol-4-yl]propanoate hydrochloride Cl.N[C@H](C(=O)OC)CC=1N=CN(C1)C(C1=CC=CC=C1)(C1=CC=CC=C1)C1=CC=CC=C1